CC1=CC(=NC(=N1)N1CCC2(OCCO2)CC1)NC1=NNC(=C1)C 6-methyl-N-(5-methyl-1H-pyrazol-3-yl)-2-(1,4-dioxa-8-azaspiro[4.5]decan-8-yl)pyrimidin-4-amine